1,2-dimethyl-1H-pyrazol-2-ium 2,2,2-trifluoroacetate FC(C(=O)[O-])(F)F.CN1[N+](=CC=C1)C